Tert-butyl N-[5-[2-[[2-(2,6-dioxo-3-piperidyl)-1,3-dioxo-isoindolin-4-yl]amino]ethylamino] pentyl]carbamate O=C1NC(CCC1N1C(C2=CC=CC(=C2C1=O)NCCNCCCCCNC(OC(C)(C)C)=O)=O)=O